2-(((1R)-1-(3-cyano-2-(3,3-difluoro-4-methylpyrrolidin-1-yl)-7-methyl-4-oxo-4H-pyrido[1,2-a]pyrimidin-9-yl)ethyl)amino)benzoic acid C(#N)C1=C(N=C2N(C1=O)C=C(C=C2[C@@H](C)NC2=C(C(=O)O)C=CC=C2)C)N2CC(C(C2)C)(F)F